COC1=C(C=NC=C1)C1=CC2=C(C(=N1)C)C=NN2C2=CC(=CC(=N2)C(CCN(C)C)N)N2[C@@H]([C@H](C2)CS(=O)(=O)C)C 1-(6-(6-(4-methoxypyridin-3-yl)-4-methyl-1H-pyrazolo[4,3-c]pyridin-1-yl)-4-((2R,3S)-2-methyl-3-((methylsulfonyl)methyl)azetidin-1-yl)pyridin-2-yl)-N3,N3-dimethylpropane-1,3-diamine